C1(CCCCC1)C1COCCN1C1=NC(=NC2=CC=C(C=C12)C1=C(C(N(C=C1)C)=O)C)C=1C=NN(C1)CC(C)(C)O 4-(3-cyclohexylmorpholino)-2-(1-(2-hydroxy-2-methylpropyl)-1H-pyrazol-4-yl)quinazolin-6-yl-1,3-dimethylpyridin-2(1H)-one